OC(C)C1=NNC(C2=C1N=C(C=C2)C=2C=NN(C2C2=C(C1=CC=CC=C1C=C2)[N+]#[C-])C)=O 8-(1-hydroxyethyl)-2-[5-(1-isocyano-2-naphthyl)-1-methyl-pyrazol-4-yl]-6H-pyrido[2,3-d]pyridazin-5-one